3-{3-ethyl-4-[(7-methoxy-4-quinazolinyl)oxy]-2-methylphenyl}-4-hydroxy-1-[3-(trifluoromethyl)phenyl]-2-imidazolidinone C(C)C=1C(=C(C=CC1OC1=NC=NC2=CC(=CC=C12)OC)N1C(N(CC1O)C1=CC(=CC=C1)C(F)(F)F)=O)C